BrC1=C2CCCC2=CC=C1NC([C@H](CCNC(OC(C)(C)C)=O)NC(=O)[C@H]1N(CC2=CC=CC=C2C1)C(CCC(C1=CC=CC=C1)=O)=O)=O tert-butyl ((S)-4-((4-bromo-2,3-dihydro-1H-inden-5-yl)amino)-4-oxo-3-((S)-2-(4-oxo-4-phenylbutanoyl)-1,2,3,4-tetrahydroisoquinoline-3-carboxamido)butyl)carbamate